5-ethyl-6-fluoro-4-(8-fluoro-2-(((2r,7as)-2-fluoro-hexahydro-1H-pyrrolizin-7a-yl)methoxy)-4-(1,4-oxaazepan-4-yl)pyrido[4,3-d]pyrimidin-7-yl)naphthalen-2-ol C(C)C1=C2C(=CC(=CC2=CC=C1F)O)C1=C(C=2N=C(N=C(C2C=N1)N1CCOCCC1)OC[C@]12CCCN2C[C@@H](C1)F)F